3-C-methyl-L-rhamnose C[C@@]([C@H](C=O)O)(O)[C@@H](O)[C@@H](O)C